penta-(α-methylbenzyl)phenol CC(C1=CC=CC=C1)C1=C(C(=C(C(=C1O)C(C1=CC=CC=C1)C)C(C1=CC=CC=C1)C)C(C1=CC=CC=C1)C)C(C1=CC=CC=C1)C